(R)-4-(2-chloro-7-(2,5-dihydro-1H-pyrrol-3-yl)thieno[3,2-d]pyrimidin-4-yl)-3-Methylmorpholine ClC=1N=C(C2=C(N1)C(=CS2)C=2CNCC2)N2[C@@H](COCC2)C